C(CCCCCCC)O[B-](C1=C(C(=C(C(=C1F)F)F)F)F)(C1=C(C(=C(C(=C1F)F)F)F)F)C1=C(C(=C(C(=C1F)F)F)F)F.[Na+] sodium (octyloxy)tris(penta-fluorophenyl)borate